C(C)S(=O)(=O)NC1=C(C=C(C=C1)C1=NNC(=C1C(=O)N)NC1=NC=CC=C1)OCC1=CC=NC=C1 3-(4-(ethylsulfonamido)-3-(pyridin-4-ylmethoxy)phenyl)-5-(pyridin-2-ylamino)-1H-pyrazole-4-carboxamide